C(C)N1CCCC1 1-Ethyl-pyrrolidin